C(C1=CC=CC=C1)N1C=NC2=C1C=C(C=C2N)C=2C(=NOC2C)C 1-benzyl-6-(3,5-dimethylisoxazol-4-yl)-1H-benzo[d]imidazol-4-amine